3-(trans-4-tert-butylcyclohexyl)-1H-pyrazol-5-amine C(C)(C)(C)[C@@H]1CC[C@H](CC1)C1=NNC(=C1)N